C(C)(C)(C)OC([C@@H](COC=1C=C2C=CC(=NC2=CC1)NC1CN(C1)C(=O)OC(C)(C)C)O)=O tert-butyl (R)-3-((6-(3-(tert-butoxy)-2-hydroxy-3-oxopropoxy)-quinolin-2-yl)amino)azetidine-1-carboxylate